carbazoledione C1(C(C=CC=2C3=CC=CC=C3NC12)=O)=O